C(C)(=O)N1CCC(C2=CC=CC=C12)=CC#N 2-(1-acetyl-1,2,3,4-tetrahydroquinolin-4-ylidene)acetonitrile